O=C1NC(CCC1N1C(C2=CC=C(C=C2C1)C1=CCN(CC1)C(=O)OC(C)(C)C)=O)=O tert-butyl 4-(2-(2,6-dioxopiperidin-3-yl)-1-oxoisoindolin-5-yl)-5,6-dihydropyridine-1(2H)-carboxylate